C(C)(C)(C)N(C)CC1=C(C#N)C(=CC=C1)F 2-((tert-butyl-(methyl)amino)methyl)-6-fluorobenzonitrile